ClC1=NN2C(N=CC(=C2[C@H](C)OC)NC2=CC=C(C=C2)[C@@H](C(F)(F)F)N(C(=O)C2CCC(CC2)CNC(OC)=O)C)=N1 methyl N-[(4-{[(1S)-1-[4-({2-chloro-7-[(1S)-1-methoxyethyl]-[1,2,4]triazolo[1,5-a]pyrimidin-6-yl}amino)phenyl]-2,2,2-trifluoroethyl](methyl)carbamoyl}cyclohexyl)methyl]carbamate